(2R,3R,4R,5S)-2-(hydroxymethyl)-5-(pyrimidin-2-ylamino)tetrahydro-2H-pyran-3,4-diol OC[C@H]1OC[C@@H]([C@H]([C@H]1O)O)NC1=NC=CC=N1